3-((1R,3R)-1-(2,6-difluoro-4-((1-(3-fluoropropyl)azetidine-3-yl)amino)phenyl)-3-methyl-1,3,4,9-tetrahydro-2H-pyrido[3,4-b]indole-2-yl)-2,2-difluoropropane-1-ol FC1=C(C(=CC(=C1)NC1CN(C1)CCCF)F)[C@H]1N([C@@H](CC2=C1NC1=CC=CC=C21)C)CC(CO)(F)F